cumyl-hydroxyperoxide C(C)(C)(C1=CC=CC=C1)OOO